2-((2-azaspiro[3.3]hept-6-yl)amino)-8-(isopropylamino)pyrido[3,4-d]pyrimidine-6-carbonitrile C1NCC12CC(C2)NC=2N=CC1=C(N2)C(=NC(=C1)C#N)NC(C)C